3,6-dimethoxy-2,4,6-triisoPropyl-1,1'-biphenyl COC=1C(=C(C(CC1C(C)C)(C(C)C)OC)C1=CC=CC=C1)C(C)C